ClC1=NC=CC(=C1I)N 2-chloro-3-iodo-pyridin-4-amine